(2-(2,4-dioxotetrahydropyrimidin-1(2H)-yl)-5-fluoropyridin-3-yl)methyl methanesulfonate CS(=O)(=O)OCC=1C(=NC=C(C1)F)N1C(NC(CC1)=O)=O